ethyl 1-(benzo[d]isothiazole-3-carboxamido)-8-(2-chloro-5-fluorophenyl)-5-methyl-6-oxo-5,6,7,8-tetrahydroimidazo[1,5-a]pyrazine-3-carboxylate S1N=C(C2=C1C=CC=C2)C(=O)NC=2N=C(N1C2C(NC(C1C)=O)C1=C(C=CC(=C1)F)Cl)C(=O)OCC